[I-].CN(C1=CC=C(C=CCC=2SC=C[NH+]2)C=C1)C p-dimethylaminostyrylmethylthiazolium iodide